(2RS)-2-[6-[2-(6-Amino-3-pyridyl)ethynyl]-1-oxo-isoindolin-2-yl]-2-(3-fluorophenyl)-N-thiazol-2-yl-acetamid NC1=CC=C(C=N1)C#CC1=CC=C2CN(C(C2=C1)=O)[C@@H](C(=O)NC=1SC=CN1)C1=CC(=CC=C1)F |r|